FC=1C=C(C=CC1)N1CCN(CC1)C1=NC(=NC=C1C#N)C=1C=NN(C1)C 4-[4-(3-fluorophenyl)piperazin-1-yl]-2-(1-methyl-1H-pyrazol-4-yl)pyrimidine-5-carbonitrile